FC(C(=O)O)(F)F.N[C@H](C(=O)N(C1=CC=CC=C1)C)C (S)-2-amino-N-methyl-N-phenylpropionamide trifluoroacetate salt